N[C@@](CN1CC(C1)OC1=C(C2=C([C@@H]3[C@H](B(O2)O)C3)C=C1)C(=O)O)(C(=O)NCCN)C (1aR,7bS)-5-[(1-{(2S)-2-amino-3-[(2-aminoethyl)amino]-2-methyl-3-oxopropyl}azetidin-3-yl)oxy]-2-hydroxy-1,1a,2,7b-tetrahydrocyclopropa[c][1,2]benzoxaborinine-4-carboxylic acid